N-hydroxy-1,8-naphthalenedicarboxamide ONC(=O)C1=CC=CC2=CC=CC(=C12)C(=O)N